4-hydroxyphenylpropene OC1=CC=C(C=C1)C=CC